COC1=CC=C(CN2C=NC=3C2=NC=CC3)C=C1 3-(4-methoxybenzyl)-3H-imidazo[4,5-b]pyridine